4-amino-4-phosphonobutanoic acid NC(CCC(=O)O)P(=O)(O)O